ClC1=CC=C(C(=O)N2CCN(CC2)S(=O)(=O)N2C[C@@H]3CC[C@H](C2)N3C(=O)OCCOC)C=C1 (1S,2R,5R)-3-((4-(4-chlorobenzoyl)piperazin-1-yl)sulfonyl)-8-((2-methoxyethoxy)carbonyl)-3,8-diazabicyclo[3.2.1]octane